6-(Chloromethyl)-4-(trifluoromethyl)-2,3-dihydro-1H-isoindol-1-one ClCC1=CC(=C2CNC(C2=C1)=O)C(F)(F)F